OCCOC1=C(C=C(C=C1)C1(C2=CC(=CC=C2C=2C=CC(=CC12)Br)Br)C1=CC(=C(C=C1)OCCO)C1=CC=CC=C1)C1=CC=CC=C1 9,9-bis(4-(2-hydroxyethoxy)-3-phenylphenyl)-2,7-dibromofluorene